C(C)(C)(C)OC(=O)N1[C@@H]2CN([C@H](C1)C2)C2=C(C=CC(=C2)C2OCCO2)F (1S,4S)-5-(5-(1,3-dioxolan-2-yl)-2-fluorophenyl)-2,5-diazabicyclo[2.2.1]heptane-2-carboxylic acid tert-butyl ester